(S)-3-Methoxypyrrolidine hydrochloride Cl.CO[C@@H]1CNCC1